NC=1C2=C(N=CN1)N(C(=C2C2=CC=C(C=C2)OC2CNC2)C2CN(CC2)C(C=C)=O)C 1-(3-(4-amino-5-(4-(azetidin-3-yloxy)phenyl)-7-methyl-7H-pyrrolo[2,3-d]pyrimidin-6-yl)pyrrolidin-1-yl)prop-2-en-1-one